N1(N=CC=C1)C1=CC=C(CN2C3=NC(=NC=C3NC2=O)C2=C(C=CC=C2C(C)C)F)C=C1 9-(4-(1H-pyrazol-1-yl)benzyl)-2-(2-fluoro-6-isopropylphenyl)-7,9-dihydro-8H-purin-8-one